C(C)N1C=C(C(C2=CC(=C(C(=C12)F)F)F)=O)C(=O)[O-] 1-ethyl-4-oxo-6,7,8-trifluoro-1,4-dihydroquinoline-3-carboxylate